FC1=CC(=CC2=C1N(C=N2)C2CC(C2)(C)O)OCCN2CCC1(CC2)C(NC2=CC=C(C=C21)C#N)=O 1'-(2-((7-fluoro-1-((cis)-3-hydroxy-3-methylcyclobutyl)-1H-benzo[d]imidazol-5-yl)oxy)ethyl)-2-oxospiro[indoline-3,4'-piperidine]-5-carbonitrile